BrC1=C2CCCN(C2=CN=C1)C1=NC(=NC2=CC=CC(=C12)F)Cl 4-(5-bromo-3,4-dihydro-1,7-naphthyridin-1(2H)-yl)-2-chloro-5-fluoroquinazoline